N1(CCC1)C1=C(C=C(C=N1)NC(=O)C=1C=NN(C1C(F)(F)F)C=1C=2C3=C(C(NC3=CC1)=C=O)C=CC2)Cl N-(6-(azetidin-1-yl)-5-chloropyridin-3-yl)-1-(2-carbonyl-1,2-dihydrobenzo[cd]indole-6-yl)-5-(trifluoromethyl)-1H-pyrazole-4-carboxamide